N-Ethyl-2-((5-(2-(6-(ethyl-(methyl)amino)-2-methylhexan-3-yl)-2,6-diazaspiro[3.4]oct-6-yl)-1,2,4-triazin-6-yl)oxy)-5-fluoro-N-isopropylbenzamide C(C)N(C(C1=C(C=CC(=C1)F)OC1=C(N=CN=N1)N1CC2(CN(C2)C(C(C)C)CCCN(C)CC)CC1)=O)C(C)C